ethyl (10-(4-fluorophenyl)-6-hydroxy-[1,2,4]triazolo[5,1-a]isoquinoline-5-carbonyl)glycinate FC1=CC=C(C=C1)C=1C=CC=C2C(=C(N3C(C12)=NC=N3)C(=O)NCC(=O)OCC)O